CC(CC)C1=C(C(=CC=C1)C(CC)C)O 2,6-bis(1-methylpropyl)phenol